[N+](=O)([O-])C1=CC=C(C=C1)C1=NN(C=C1CNC1=C(C(=O)O)C=CN=C1)C1=CC=CC=C1 3-(((3-(4-nitrophenyl)-1-phenyl-1H-pyrazol-4-yl)methyl)amino)isonicotinic acid